(7S)-1'-[7-(2,3-difluorophenyl)-6-methyl-pyrazolo[1,5-a]pyrazin-4-yl]-2-methoxy-spiro[5,7-dihydrocyclopenta[b]pyridin-6,4'-piperidin]-7-amine FC1=C(C=CC=C1F)C1=C(N=C(C=2N1N=CC2)N2CCC1(CC2)CC=2C(=NC(=CC2)OC)[C@H]1N)C